N1C=NC(=C1)C1=NC=CC(=C1)C=1SC(=CN1)C(=O)O 2-(2-(1H-imidazol-4-yl)pyridin-4-yl)thiazole-5-carboxylic acid